(2R,3S)- and (2S,3R)-3-((methylsulfonyl)oxy)butan-2-yl acetate C(C)(=O)O[C@H](C)[C@H](C)OS(=O)(=O)C |r|